C1=NC=C(C2=CC=CC=C12)N1C(N(CC1C#N)C1=NC(=CC=C1C)C(F)(F)F)=O 3-(isoquinolin-4-yl)-1-(3-methyl-6-(trifluoromethyl)pyridin-2-yl)-2-oxoimidazolidine-4-carbonitrile